2-hydroxy-N-(4-nitrophenylethyl)-2-phenylacetamide OC(C(=O)NCCC1=CC=C(C=C1)[N+](=O)[O-])C1=CC=CC=C1